(S)-N-(5-methyl-4-oxo-2,3,4,5-tetrahydrobenzo[b][1,4]oxazepin-3-yl)-5-(perfluoroethyl)-1H-pyrazolo[3,4-b]pyridine-3-carboxamide CN1C2=C(OC[C@@H](C1=O)NC(=O)C1=NNC3=NC=C(C=C31)C(C(F)(F)F)(F)F)C=CC=C2